tert-Butyl (2R,5S)-4-((1-((benzyloxy)carbonyl)piperidin-4-yl)methyl)-2,5-dimethylpiperazine-1-carboxylate C(C1=CC=CC=C1)OC(=O)N1CCC(CC1)CN1C[C@H](N(C[C@@H]1C)C(=O)OC(C)(C)C)C